N1(N=CN=C1)CCNC=1C(=CC(=CC1)NCC1=CC=CC=C1)C1=CC=CC=C1 N2-(2-(1H-1,2,4-triazol-1-yl)ethyl)-N5-benzyl-[1,1'-biphenyl]-2,5-diamine